N=S(=O)CC1=CC(=CC=C1)COC1=CC=NC2=CC(=CC=C12)OC (R)-imino(3-{[(7-methoxyquinolin-4-yl)oxy]methyl}phenyl)methyl-λ6-sulfanone